Methyl-(5RS)-2-[(1-ethyl-1H-imidazol-2-yl)methyl]-3-oxo-2,3,5,6,7,8-hexahydro[1,2,4]triazolo[4,3-a]pyridine-5-carboxylate COC(=O)[C@H]1CCCC=2N1C(N(N2)CC=2N(C=CN2)CC)=O |r|